1,2-dimethoxynaphthalene COC1=C(C=CC2=CC=CC=C12)OC